O[C@@H]1C[C@H](N(C1)C([C@H](C(C)(C)C)NC(CCCCNC(OCCCC)=O)=O)=O)C(N[C@@H](C)C1=CC=C(C=C1)C1=C(N=CS1)C)=O butyl (5-(((S)-1-((2S,4R)-4-hydroxy-2-(((S)-1-(4-(4-methylthiazol-5-yl)phenyl)ethyl)carbamoyl)pyrrolidin-1-yl)-3,3-dimethyl-1-oxobutan-2-yl)amino)-5-oxopentyl)carbamate